1,2-dimethylimidazolium chloride [Cl-].CN1C(=[NH+]C=C1)C